2-amino-4-(3-bromo-2-fluorophenyl)-6-(piperidin-1-yl)pyridine-3,5-dicarbonitrile NC1=NC(=C(C(=C1C#N)C1=C(C(=CC=C1)Br)F)C#N)N1CCCCC1